COC1OC(C=2N=C(N=CC21)SC)(C)C 5-methoxy-7,7-dimethyl-2-(methylthio)-5,7-dihydrofuro[3,4-d]pyrimidine